FC=1C=C2C(=[N+](C1)[O-])N=C(N2C)C2=C(C=C(C=C2C)C(F)(F)F)OC 6-fluoro-2-[2-methoxy-6-methyl-4-(trifluoromethyl)phenyl]-1-methyl-4-oxido-imidazo[4,5-b]pyridin-4-ium